N1(N=NC2=C1C=CC=C2)C[C@@H](C#N)NC(=O)[C@@H]2[C@H]1C([C@H]1CN2C([C@H](C(C)(C)C)NC(C(F)(F)F)=O)=O)(C)C (1R,2S,5S)-N-((S)-2-(1H-Benzo[d][1,2,3]triazol-1-yl)-1-cyanoethyl)-3-((S)-3,3-dimethyl-2-(2,2,2-trifluoroacetamido)butanoyl)-6,6-dimethyl-3-azabicyclo[3.1.0]hexane-2-carboxamide